CN(C(C)=O)C1=CC=C(C=C1)C=1C=CC(=NC1)C(=O)O 5-(4-(N-methylacetamido)phenyl)picolinic Acid